trimethyl-2,3-dioleoyl-oxypropylammonium bromide [Br-].C[N+](CC(COC(CCCCCCC\C=C/CCCCCCCC)=O)OC(CCCCCCC\C=C/CCCCCCCC)=O)(C)C